I.C(C)(C)(C)OC(=O)N1CCN(CC1)C(SC)=N 4-(imino(methylthio)methyl)piperazine-1-carboxylic acid tert-butyl ester hydroiodide